FCCOC1=CC(=NC=N1)C=1OC2=NC=C(C=C2N1)O 2-[6-(2-fluoroethoxy)pyrimidin-4-yl]-[1,3]oxazolo[5,4-b]pyridin-6-ol